C(C=C)(=O)N1CC(CCC1)NC1=C2C(=NC=C1C(=O)N)NC=C2 4-((1-Acryloylpiperidin-3-yl)amino)-1H-pyrrolo[2,3-b]pyridine-5-carboxamide